COC1=C(C=C(C=C1)OC([2H])([2H])[2H])CCN 2-(2-methoxy-5-(methoxy-d3)phenyl)ethan-1-amine